COC(C1=C(C=CC(=C1)S(=O)(=O)N1[C@@H](CCC2=CC(=CN=C12)CC)C1CC1)OCC1CCOCC1)=O (S)-5-((2-cyclopropyl-6-ethyl-3,4-dihydro-1,8-naphthyridin-1(2H)-yl)sulfonyl)-2-((tetrahydro-2H-pyran-4-yl)methoxy)benzoic acid methyl ester